5-(((Trans-3-(3-cyclopropyl-4-(7-(3-hydroxyazetidin-1-yl)quinoxalin-2-yl)-1H-pyrazol-1-yl)cyclobutyl)methyl)amino)-2-(2,6-dioxopiperidin-3-yl)isoindoline-1,3-dione C1(CC1)C1=NN(C=C1C1=NC2=CC(=CC=C2N=C1)N1CC(C1)O)[C@@H]1C[C@H](C1)CNC=1C=C2C(N(C(C2=CC1)=O)C1C(NC(CC1)=O)=O)=O